COC(CCC1=CC(=CC=C1)NC1=NNC=C1)=O 3-{3-[(1H-pyrazol-3-yl)amino]phenyl}propanoic acid methyl ester